FC(C=1C=C(C=C(C1)C(F)(F)F)C=1C(=C(C=C(C1)C)C)N)(F)F 3',5'-bistrifluoromethyl-3,5-dimethyl-[1,1']biphenyl-2-amine